2-(cyclobutyl-(methyl)amino)-N-(6-(1-methyl-1H-pyrazol-4-yl)isoquinolin-3-yl)acetamide C1(CCC1)N(CC(=O)NC=1N=CC2=CC=C(C=C2C1)C=1C=NN(C1)C)C